3-(Trifluoro-methyl)cyclohexan-1-amine FC(C1CC(CCC1)N)(F)F